CNC1=C(C=NC=C1)C1CN(C1)C(=O)OC(C)(C)C tert-butyl 3-(4-(methylamino)pyridin-3-yl)azetidine-1-carboxylate